ClC1=CC(=NC=N1)NC(C)C1=CC=C(C=C1)C1=NOC(=N1)C 6-chloro-N-(1-(4-(5-methyl-1,2,4-oxadiazol-3-yl)phenyl)ethyl)pyrimidin-4-amine